(4-propylcyclohexyl) sec-pentyl fumarate C(\C=C\C(=O)OC(C)CCC)(=O)OC1CCC(CC1)CCC